(N,N-dicarboxymethyl-glutamic acid) tetrasodium salt [Na+].[Na+].[Na+].[Na+].C(=O)([O-])CN([C@@H](CCC(=O)[O-])C(=O)[O-])CC(=O)[O-]